(2S,4r)-1-[(2S)-2-(4-cyclopropyl-triazol-1-yl)-3,3-dimethyl-butyryl]-4-hydroxy-N-(2-indolizin-2-ylethyl)pyrrolidine-2-carboxamide C1(CC1)C=1N=NN(C1)[C@H](C(=O)N1[C@@H](C[C@H](C1)O)C(=O)NCCC=1C=C2C=CC=CN2C1)C(C)(C)C